2-[4-[5-[(1R)-1-aminoethyl]-2,3-dimethoxy-phenyl]pyrazol-1-yl]-N-methyl-acetamide dihydrochloride Cl.Cl.N[C@H](C)C=1C=C(C(=C(C1)C=1C=NN(C1)CC(=O)NC)OC)OC